(Z)-6-acetamido-2-((1,6-dimethyl-2-(4-(trimethylammonio)butyl)pyrimidin-4(1H)-ylidene)methyl)-3-methylbenzo[d]thiazol-3-ium C(C)(=O)NC1=CC2=C([N+](=C(S2)\C=C\2/N=C(N(C(=C2)C)C)CCCC[N+](C)(C)C)C)C=C1